Methyl 1-(aminomethyl)-3,3-difluorocyclobutanecarboxylate hydrochloride Cl.NCC1(CC(C1)(F)F)C(=O)OC